OCCCCNC(CCCCCNC([O-])=O)CCCCC 6-((4-hydroxybutyl)amino)undecylcarbamate